methyl 9-(2-chlorophenyl)-3-ethyl-16-thia-2,4,5,8-tetraazatetracyclo[8.6.0.02,6.011,15]hexadeca-1(10),3,5,8,11(15)-pentaene-13-carboxylate ClC1=C(C=CC=C1)C1=NCC2=NN=C(N2C=2SC=3CC(CC3C12)C(=O)OC)CC